CN1C=NC2=C1C=NN(C2=O)CC(=O)N[C@@H](C)C2=CC=C(C=C2)C (S)-2-(1-methyl-4-oxo-1,4-dihydro-5H-imidazo[4,5-d]pyridazin-5-yl)-N-(1-(p-tolyl)ethyl)acetamide